2-bromo-5-methyl-aniline tert-butyl-(1-(3-(4-(2-(2,6-dioxopiperidin-3-yl)-7-fluoro-1,3-dioxoisoindolin-4-yl)piperazin-1-yl)propanoyl)piperidin-4-yl)carbamate C(C)(C)(C)N(C(O)=O)C1CCN(CC1)C(CCN1CCN(CC1)C1=C2C(N(C(C2=C(C=C1)F)=O)C1C(NC(CC1)=O)=O)=O)=O.BrC1=C(N)C=C(C=C1)C